4,5,6,7-tetrahydropyrazolo[1,5-a]pyrimidine-6-carboxamide N1=CC=C2N1CC(CN2)C(=O)N